BrC=1C(=NC(=NC1)Cl)NC=1C=CC(=C2C=CN(C12)S(=O)(=O)C)OC N-(5-bromo-2-chloropyrimidin-4-yl)-4-methoxy-1-(methylsulfonyl)indole-7-Amine